[5-[(6-methoxypyridazin-3-yl-(methyl)-6-oxo-1H-pyridazin-3-yl)oxy]phenyl]-3,5-dioxo-4H-1,2,4-triazine-6-carbonitrile COC1=CC=C(N=N1)C=1C(=NN(C(C1)=O)C)OC=1C=CC=C(C1)N1C(NN=C(C1=O)C#N)=O